5-bromo-2-[(tert-butoxycarbonyl)(methyl)amino]-1,3-thiazole-4-carboxylic acid ethyl ester C(C)OC(=O)C=1N=C(SC1Br)N(C)C(=O)OC(C)(C)C